tert-Butyl (3-(8-fluoro-4-oxo-2-thioxo-1,4-dihydroquinazolin-3(2H)-yl)propyl)carbamate FC=1C=CC=C2C(N(C(NC12)=S)CCCNC(OC(C)(C)C)=O)=O